NC=1SC2=C(C1C(=O)N)CCC(C2=O)(COC(F)F)CC2CC2 2-amino-6-(cyclopropylmethyl)-6-[(difluoromethoxy)methyl]-7-oxo-4,5,6,7-tetrahydro-1-benzothiophene-3-carboxamide